4-(4-chlorophenoxy)-2-trifluoromethyl-benzonitrile ClC1=CC=C(OC2=CC(=C(C#N)C=C2)C(F)(F)F)C=C1